C1(C=2C(C(N1CCCCCC(=O)OO)=O)=CC=CC2)=O 6-phthalimidoperoxycaproic acid